2-(PYRIDIN-3-YL)ACETALDEHYDE N1=CC(=CC=C1)CC=O